O1CC(C1)CC1=NC=CC=C1 (oxetan-3-ylmethyl)pyridin